[Cl-].CN(C1=CC=CC=C1)C=1C=C2[S+]=C3C=CC=CC3=NC2=CC1 7-(N-methyl-N-phenylamino)-phenothiazin-5-ium chloride